C(CCCCC)NC(=O)OCC(C)CCC[C@@H](C)[C@H]1CC[C@H]2[C@@H]3CC=C4C[C@@H](O)CC[C@]4(C)[C@H]3CC[C@]12C hexylamino-carbonyloxycholesterol